N[C@@H](CCC(NCCOCCOCCOCCOC)=O)C(=O)O (S)-18-amino-15-oxo-2,5,8,11-tetraoxa-14-azanonadecane-19-oic acid